(S)-3-(1-([2,2'-bipyridin]-4-yl)cyclopropyl)-6-(1-amino-1,3-dihydrospiro[indene-2,4'-piperidin]-1'-yl)-1,5-dihydro-4H-pyrazolo[3,4-d]pyrimidin-4-one N1=C(C=C(C=C1)C1(CC1)C1=NNC=2N=C(NC(C21)=O)N2CCC1(CC2)[C@@H](C2=CC=CC=C2C1)N)C1=NC=CC=C1